NCCN=[SH2](C)C ((2-aminoethyl)imino)dimethyl-lambda6-sulfane